FC(C=1C=C(C=C(C1)C(F)(F)F)C=1C=C(C=C2C([C@H](COC12)CC1=CC(=C(C=C1)Cl)Cl)=O)CN1C(N(C=C1)C)=N)(F)F (S)-8-(3,5-bis(trifluoromethyl)phenyl)-3-(3,4-dichlorobenzyl)-6-((2-imino-3-methyl-2,3-dihydro-1H-imidazol-1-yl)methyl)chroman-4-one